5-chloro-N4-(2-isopropylsulfonylphenyl)-N2-[2-methoxy-5-methyl-4-(4-piperidyl)phenyl]pyrimidine-2,4-diamine ClC=1C(=NC(=NC1)NC1=C(C=C(C(=C1)C)C1CCNCC1)OC)NC1=C(C=CC=C1)S(=O)(=O)C(C)C